4-(trifluoromethyl)-1H-pyrazol FC(C=1C=NNC1)(F)F